tert-butyl (3S)-3-({5-[5-(difluoromethyl)-1-(2H3)methyl-1H-1,2,4-triazol-3-yl]-6-methylpyridin-2-yl}amino)pyrrolidine-1-carboxylate FC(C1=NC(=NN1C([2H])([2H])[2H])C=1C=CC(=NC1C)N[C@@H]1CN(CC1)C(=O)OC(C)(C)C)F